FC1=C(C(=CC=C1)[N+](=O)[O-])N1CCC(CC1)CN1CC(OC(C1)C)C Rel-4-((1-(2-fluoro-6-nitrophenyl)piperidin-4-yl)methyl)-2,6-dimethylmorpholine